4-[3-bromo-4-[(2,4-difluorobenzyl)oxy]-6-methyl-2-oxopyridin-1(2H)-yl]-3-fluorobenzoic acid methyl ester COC(C1=CC(=C(C=C1)N1C(C(=C(C=C1C)OCC1=C(C=C(C=C1)F)F)Br)=O)F)=O